O=C1NC(CCC1N1C(C2=CC=CC(=C2C1)NCC1=CC=C(CN2CCN(CC2)CCC(=O)OC(C)(C)C)C=C1)=O)=O tert-butyl 3-(4-(4-(((2-(2,6-dioxopiperidin-3-yl)-1-oxoisoindolin-4-yl)amino)methyl)benzyl)piperazin-1-yl)propanoate